CNC(OCC1=C(C=CC=C1)C1=NC(=C(C=C1)N1CC(CC1)OC1=NC=C(C=C1)C)CO)=O 2-(6-(hydroxymethyl)-5-(3-(5-methylpyridin-2-yloxy)pyrrolidin-1-yl)pyridin-2-yl)benzyl (methyl)carbamate